N-(4-chlorophenyl)-1-(5-(6-(trifluoromethyl)pyridin-2-yl)-5,6,7,8-tetrahydro-1,5-naphthyridin-2-yl)cyclobutane-1-carboxamide ClC1=CC=C(C=C1)NC(=O)C1(CCC1)C1=NC=2CCCN(C2C=C1)C1=NC(=CC=C1)C(F)(F)F